2,7-Dibromo-10-(4-bromobutyl)-10H-spiro[acridine-9,9'-fluorene] BrC1=CC2=C(C=C1)N(C1=CC=C(C=C1C21C2=CC=CC=C2C=2C=CC=CC12)Br)CCCCBr